The molecule is a member of the class of hydroxyanthraquinones that is anthracene-9,10-dione substituted by a hydroxy group at position 1 and a methyl group at position 2. It has been isolated from the roots of Rubia yunnanensis. It has a role as a plant metabolite. CC1=C(C2=C(C=C1)C(=O)C3=CC=CC=C3C2=O)O